C1(CC1)C=1C=CC=C2C(=CC(=NC12)C(=O)N1CCC2(CC1)OC(C1=CC(=CC=C1C2)C=2C=NC=C(C(=O)O)C2)=O)OC 5-(1'-(8-cyclopropyl-4-methoxyquinoline-2-carbonyl)-1-oxospiro[isochroman-3,4'-piperidin]-7-yl)nicotinic acid